ethyl 6-bromo-8-(1-hydroxyethyl)imidazo[1,2-a]pyridine-2-carboxylate BrC=1C=C(C=2N(C1)C=C(N2)C(=O)OCC)C(C)O